ClC1=CC=C(C=C1)SC1=C(C=CC2=CC(=CC=C12)C#N)O 1-(4-chlorophenylthio)-6-cyano-2-naphthol